4-[(3-chloro-4-fluoro-phenyl)amino]-6-{[4-((R)-6-methyl-2-oxo-morpholin-4-yl)-1-oxo-2-buten-1-yl]amino}-7-[(S)-(tetrahydrofuran-3-yl)oxy]-quinazoline ClC=1C=C(C=CC1F)NC1=NC=NC2=CC(=C(C=C12)NC(C=CCN1CC(O[C@@H](C1)C)=O)=O)O[C@@H]1COCC1